[C@H]12CC(C[C@H](CCC1)N2)N(C2=NN=C(S2)C=2C=C1C=CC(=NC1=CC2O)C(=O)NC)C 6-(5-(((1R,3s,5S)-9-azabicyclo[3.3.1]nonan-3-yl)(methyl)amino)-1,3,4-thiadiazol-2-yl)-7-hydroxy-N-methylquinoline-2-carboxamide